[2-(2-[2-[4-([[(2R,3S)-3-[(tert-butoxycarbonyl)amino]-5-carbamoylpentan-2-yl]oxy]methyl)phenyl]ethoxy]ethoxy)ethoxy]acetic acid C(C)(C)(C)OC(=O)N[C@H]([C@@H](C)OCC1=CC=C(C=C1)CCOCCOCCOCC(=O)O)CCC(N)=O